1-(trifluoromethyl)-cyclopropanecarboxylic acid FC(C1(CC1)C(=O)O)(F)F